methyl 4-([1,1'-biphenyl]-4-ylmethyl)thiophene-3-carboxylate C1(=CC=C(C=C1)CC=1C(=CSC1)C(=O)OC)C1=CC=CC=C1